O(C1=CC=CC=C1)C1=CC=C(OC2CN(C2)C=2C(=C(C(=O)OC)C=CC2)N2C=CC=C2)C=C1 Methyl 3-(3-(4-phenoxyphenoxy)azetidin-1-yl)-2-(1H-pyrrol-1-yl)benzoate